C1(=CC=CC=C1)C(CC)C1=CC=CC=2N=C(NC21)C2=CC=CC=C2 1-Phenylpropyl-2-phenyl-benzo[d]imidazole